Ethyl 3-((2-cyclopropylbenzyl) amino)-1H-pyrrole-2-carboxylate C1(CC1)C1=C(CNC2=C(NC=C2)C(=O)OCC)C=CC=C1